C1(=CC=CC=C1)CCC(=O)C1=C(C=C(C=C1O)O)O 3-phenyl-1-(2,4,6-trihydroxyphenyl)propan-1-one